3-methyl-1-(bis[4-(triethylsilyl)phenyl]phosphino)-1-butyne CC(C#CP(C1=CC=C(C=C1)[Si](CC)(CC)CC)C1=CC=C(C=C1)[Si](CC)(CC)CC)C